5-(1,3-Dimethyl-1H-pyrazol-4-yl)-N-(5-fluoropyridin-2-yl)pyrazolo[1,5-a]pyridine-7-carboxamide CN1N=C(C(=C1)C1=CC=2N(C(=C1)C(=O)NC1=NC=C(C=C1)F)N=CC2)C